CN1CCN(CC1)[C@H]1C[C@H](C1)NC1=NN2C(C=N1)=C(C=C2)C=2C=CC=1N(C2)C(=CN1)C(=O)N1CCCC1 (6-(2-((cis-3-(4-methylpiperazin-1-yl)cyclobutyl)amino)pyrrolo[2,1-f][1,2,4]triazin-5-yl)imidazo[1,2-a]pyridin-3-yl)(pyrrolidin-1-yl)methanone